FC(C1=C(C(=O)C=2C=C(NC2)C2=NC3=C(N2)C=C(C=C3)N3C[C@H](OCC3)C#N)C=CC=C1)(F)F (S)-4-(2-(4-(2-(trifluoromethyl)benzoyl)-1H-pyrrol-2-yl)-1H-benzo[d]imidazol-6-yl)morpholine-2-carbonitrile